C(C)OCOC(C)(C)C=1C=C(C=CC1B1OC(C(O1)(C)C)(C)C)S(=O)(=O)N(CC1=CC=C(C=C1)OC)CC1=CC=C(C=C1)OC 3-(2-(ethoxymethoxy)propan-2-yl)-N,N-bis(4-methoxybenzyl)-4-(4,4,5,5-tetramethyl-1,3,2-dioxaborolan-2-yl)benzenesulfonamide